2-acetamido-N-(5-(prop-1-en-2-yl)thiazol-2-yl)benzamide C(C)(=O)NC1=C(C(=O)NC=2SC(=CN2)C(=C)C)C=CC=C1